FC1=C(C#N)C(=CC(=C1)CC(C)C)N1C[C@H]2C([C@H]2C1)CN1N=CC=CC1=O 2-fluoro-4-isobutyl-6-((1R,5S,6r)-6-((6-oxopyridazin-1(6H)-yl)methyl)-3-azabicyclo[3.1.0]hex-3-yl)benzonitrile